silver-barium [Ba].[Ag]